ClC1=C2C(=NC=C1)C(N(C2)C(CC#C[Si](C(C)C)(C(C)C)C(C)C)C2=C(C=CC(=C2)F)F)=O 4-chloro-6-(1-(2,5-difluorophenyl)-4-(triisopropylsilyl)but-3-yn-1-yl)-5,6-dihydro-7H-pyrrolo[3,4-b]pyridin-7-one